3,3-Didecyl-3,4-dihydro-2H-thieno[3,4-b][1,4]dioxepin C(CCCCCCCCC)C1(COC=2C(OC1)=CSC2)CCCCCCCCCC